C(C)(=O)OC1=C(C(=NC2=CC(=C(C=C12)F)Cl)SCC)C(=O)OCC ethyl 4-acetoxy-7-chloro-2-(ethylsulfanyl)-6-fluoroquinoline-3-carboxylate